(R)-N-(4,4-difluoro-1-(oxetan-3-yl)pyrrolidin-3-yl)-6-fluoro-5-(4-fluoro-1-(2-fluoroethyl)-2-methyl-1H-benzo[d]imidazol-6-yl)-4-methoxypyrrolo[2,1-f][1,2,4]triazin-2-amine FC1([C@@H](CN(C1)C1COC1)NC1=NN2C(C(=N1)OC)=C(C(=C2)F)C=2C=C(C1=C(N(C(=N1)C)CCF)C2)F)F